N-[3-fluoro-4-[(6-methoxy-1,5-naphthyridin-4-yl)oxy]phenyl]-5-(4-fluorophenyl)-6-(hydroxymethyl)-1-methyl-4-oxopyridine-3-carboxamide FC=1C=C(C=CC1OC1=CC=NC2=CC=C(N=C12)OC)NC(=O)C1=CN(C(=C(C1=O)C1=CC=C(C=C1)F)CO)C